CC=1C=C2C=NN(C2=CC1C1C[C@@H]2[C@@H](CN(C2)C2COC2)C1)C=1C=NN(C1)C 5-methyl-1-(1-methyl-1H-pyrazol-4-yl)-6-((3aR,5r,6aS)-2-(oxetan-3-yl)octahydrocyclopenta[c]pyrrol-5-yl)-1H-indazole